3-(bis(4-amino-phenyl)-methyl)-2,3-dihydro-isoindol-1-one NC1=CC=C(C=C1)C(C1NC(C2=CC=CC=C12)=O)C1=CC=C(C=C1)N